(E)-N-(TOSYLOXY)BENZO[D]THIAZOLE-7-CARBIMIDOYL CYANIDE S(=O)(=O)(C1=CC=C(C)C=C1)O\N=C(/C1=CC=CC=2N=CSC21)\C#N